tert-butyl (4R)-2-(4-(2,4-difluoro-6-(2-methoxyethoxy)phenyl)-8-fluoro-1-hydroxyisoquinolin-3-yl)-4-methyl-6,7-dihydropyrazolo[1,5-a]pyrazine-5(4H)-carboxylate FC1=C(C(=CC(=C1)F)OCCOC)C1=C(N=C(C2=C(C=CC=C12)F)O)C1=NN2C([C@H](N(CC2)C(=O)OC(C)(C)C)C)=C1